(R)-2-(3-amino-3-methylpiperidin-1-yl)-N-(4-(4-morpholino-7H-pyrrolo[2,3-d]pyrimidin-6-yl)phenyl)pyrimidin-5-amine N[C@]1(CN(CCC1)C1=NC=C(C=N1)NC1=CC=C(C=C1)C1=CC2=C(N=CN=C2N2CCOCC2)N1)C